OCCNC(=O)C1=NC(=CC=C1)C1=CC2=C(C(=CC=C2C=C1)OC)NC(C=C)=O N-(2-hydroxyethyl)-6-[7-methoxy-8-(prop-2-enamido)naphthalen-2-yl]pyridine-2-carboxamide